BrC=1C=C2C=CC(=C(C2=CC1)F)OCC=1C(=NOC1C1CC1)C1=C(C=CC=C1Cl)Cl 4-(((6-bromo-1-fluoronaphthalen-2-yl)oxy)methyl)-5-cyclopropyl-3-(2,6-dichlorophenyl)isoxazole